4,4'-(((5-methyl-1,3-phenylene)bis(methylene))bis(sulfanediyl))dibenzimidamide dihydrochloride Cl.Cl.CC=1C=C(C=C(C1)CSC1=CC=C(C(N)=N)C=C1)CSC1=CC=C(C(N)=N)C=C1